4-((4-fluorophenyl)ethynyl)-7-methyl-7H-pyrrolo[2,3-d]pyrimidine-6-carboxylic acid FC1=CC=C(C=C1)C#CC=1C2=C(N=CN1)N(C(=C2)C(=O)O)C